1-(3-methoxy-4-(3-methyl-6-(pyrazolo[1,5-a]pyrimidin-3-yl)-1H-pyrazolo[4,3-c]pyridin-1-yl)phenyl)-3-methylurea COC=1C=C(C=CC1N1N=C(C=2C=NC(=CC21)C=2C=NN1C2N=CC=C1)C)NC(=O)NC